(R)-5-(3-((cyclopropylamino)methyl)pyrrolidin-1-yl)-N-(2,8-dimethylimidazo[1,2-a]pyridin-6-yl)pyrazine-2-carboxamide C1(CC1)NC[C@@H]1CN(CC1)C=1N=CC(=NC1)C(=O)NC=1C=C(C=2N(C1)C=C(N2)C)C